1-(tert-Butyl)-3-(3-(methylsulfonyl)phenyl)-5-methyl-pyrazol-4-ol C(C)(C)(C)N1N=C(C(=C1C)O)C1=CC(=CC=C1)S(=O)(=O)C